OCCC=C(C(=O)O)C.C(C=C)(=O)OO hydroxy acrylate (hydroxyethyl methacrylate)